N,N'-bis[anthracen-9-ylmethylidene]ethane-1,2-diamine C1=CC=CC2=CC3=CC=CC=C3C(=C12)C=NCCN=CC=1C2=CC=CC=C2C=C2C=CC=CC12